CC1=C(C=CC(=C1)C(C)(C)C2=CC(=C(C=C2)O)C)O 3,3'-dimethylbisphenol a